CC1=C(C(=O)Cl)C(=CC(=C1[N+](=O)[O-])C)C 2,4,6-trimethyl-3-nitro-benzoyl chloride